C(C)N1CCC(C12CCOCC2)C2=CC=1C(=NC=CC1NC=1C=CC3=C(N=CS3)C1)S2 N-(2-(1-ethyl-8-oxa-1-azaspiro-[4.5]-decan-4-yl)thieno[2,3-b]pyridin-4-yl)benzo[d]thiazol-5-amine